C1[C@H]([C@@H]([C@@H](C[C@]1(C(=O)O)OC(=O)/C=C/C2=CC(=C(C=C2)O)O)OC(=O)/C=C/C3=CC(=C(C=C3)O)O)O)O The molecule is an alkyl caffeate ester obtained by the formal condensation of hydroxy groups at positions 1 and 3 of ()-quinic acid with two molecules of trans-caffeic acid. It has a role as a plant metabolite. It is a quinic acid and an alkyl caffeate ester. It derives from a trans-caffeic acid and a (-)-quinic acid. It is a conjugate acid of a 1,3-dicaffeoylquinate.